NC(C)C=1C=C(C=C(C1)C(F)(F)F)N 3-(1-amino-ethyl)-5-trifluoromethyl-phenylamine